ClC1=CC(=C(C=N1)NC(=O)C1(CNC1)C1=C(C=CC=C1)C1CCCC1)OC N-(6-chloro-4-methoxypyridin-3-yl)-3-(2-cyclopentylphenyl)azetidine-3-carboxamide